[18F]C1=NC=C2NC=NC2=N1 2-[18F]fluoro-purine